C1(CC1)CNC1(CN(C1)C1=NC=C(C=C1F)C1=NNC2=CC=C(C=C12)O[C@H](C)C1=C(C=NC=C1Cl)Cl)CC#N [3-(cyclopropylmethyl-amino)-1-[5-[5-[(1R)-1-(3,5-dichloro-4-pyridinyl)ethoxy]-1H-indazol-3-yl]-3-fluoro-2-pyridinyl]azetidin-3-yl]acetonitrile